OC1(CN(C1)C1=CC=CC=2N(C(N(C21)C)=O)N2C(CCCC2=O)=O)CN2CCNCC2 [4-[3-hydroxy-3-(piperazin-1-ylmethyl)azetidin-1-yl]-3-methyl-2-oxo-benzimidazol-1-yl]piperidine-2,6-dione